FC=1C(=CC(=NC1)OC)C(C(=O)OCC1=CC=CC=C1)C(=O)OCC1=CC=CC=C1 dibenzyl (5-fluoro-2-methoxypyridin-4-yl)propanedioate